NC1=CC(=NC(=C1)NC1=CC(=CC(=C1)F)F)C(=O)NC1CC2=CC=C(C=C2C1)F 4-Amino-6-((3,5-difluorophenyl)amino)-N-(5-fluoro-2,3-dihydro-1H-inden-2-yl)picolinamide